(R)-5-chloro-4-(1-(benzenesulfonyl)-1H-indol-3-yl)-N-(piperidin-3-yl)pyrimidin-2-amine hydrochloride Cl.ClC=1C(=NC(=NC1)N[C@H]1CNCCC1)C1=CN(C2=CC=CC=C12)S(=O)(=O)C1=CC=CC=C1